C1(CC1)C=1C(NC2=CC(=CN=C2C1)CN1CCN(CC1)C1=NC=C(C=C1)F)=O 3-Cyclopropyl-7-((4-(5-fluoropyridin-2-yl)piperazin-1-yl)methyl)-1,5-naphthyridin-2(1H)-one